{4-[6-fluoro-2-(3-oxetanyl)-3H-1,3,4-triazainden-7-yl]-1-piperidyl}(p-trifluoromethoxyphenyl)methanone FC1=CN=C2NC(=NC2=C1C1CCN(CC1)C(=O)C1=CC=C(C=C1)OC(F)(F)F)C1COC1